1-(7-(2-amino-6-methyl-5-(trifluoromethyl)pyrimidin-4-yl)-6-chloro-8-fluoro-2-(((2R,7aS)-2-fluorotetrahydro-1H-pyrrolizin-7a(5H)-yl)methoxy)quinazolin-4-yl)piperidine-4-carbonitrile NC1=NC(=C(C(=N1)C1=C(C=C2C(=NC(=NC2=C1F)OC[C@]12CCCN2C[C@@H](C1)F)N1CCC(CC1)C#N)Cl)C(F)(F)F)C